C(C)OC(=O)C=1C(C=C2N([C@@H](CC=3C=C(C(=NC23)C=C)OCC2=CC=CC=C2)C(C)(C)C)C1)=O (S)-3-(benzyloxy)-6-(tert-butyl)-10-oxo-2-vinyl-5,10-dihydro-6H-pyrido[1,2-h][1,7]Naphthyridine-9-carboxylic acid ethyl ester